2-methylsulfanyl-N6-threonyl-carbamoyl-adenosine CSC=1N=C(C=2N=CN([C@]3([C@H](O)[C@H](O)[C@@H](CO)O3)C(N)=O)C2N1)NC([C@@H](N)[C@H](O)C)=O